3-methyl-2-(3-methyl-2-butenyl)furan Methyl-(1RS,2SR)-2-((2-hydroxy-6-methylpyridin-3-yl)sulfonyl)cyclopentane-1-carboxylate COC(=O)[C@@H]1[C@H](CCC1)S(=O)(=O)C=1C(=NC(=CC1)C)O.CC1=C(OC=C1)CC=C(C)C |r|